COC1=CC=C(CC=2N(C=3C(=C4CC[C@@H](N(C4=CC3)C(=O)OC)C)N2)C2CCNCC2)C=C1 methyl (S)-2-(4-methoxybenzyl)-7-methyl-3-(piperidin-4-yl)-3,7,8,9-tetrahydro-6H-imidazo[4,5-f]quinoline-6-carboxylate